(±)-2-((1,1,1-trifluoropropan-2-yl)oxy)isonicotinonitrile FC([C@@H](C)OC=1C=C(C#N)C=CN1)(F)F |r|